FC(C(=O)O)(F)F.NC1=NC(=C(C2=C1N=C(N2CC(CO)(CO)C)CC(F)(F)F)C)C 2-((4-amino-6,7-dimethyl-2-(2,2,2-trifluoroethyl)-1H-imidazo[4,5-c]pyridin-1-yl)methyl)-2-methylpropane-1,3-diol trifluoroacetate